tert-butyl (2S)-4-(1-bicyclo[1.1.1]pentanyl)-2-[[(1S)-2-methoxy-2-oxo-1-[[(3S)-2-oxopyrrolidin-3-yl]methyl]ethyl]carbamoyl]pyrrolidine-1-carboxylate C12(CC(C1)C2)C2C[C@H](N(C2)C(=O)OC(C)(C)C)C(N[C@H](C(=O)OC)C[C@H]2C(NCC2)=O)=O